4-amino-3-chloro-5-fluoro-6-(4-((trimethylsilyl)ethynyl)phenyl)-pyridine-2-carboxylic acid methyl ester COC(=O)C1=NC(=C(C(=C1Cl)N)F)C1=CC=C(C=C1)C#C[Si](C)(C)C